2-FORMYL-4-HYDROXYBENZAMIDE C(=O)C1=C(C(=O)N)C=CC(=C1)O